[Cr].[C] carbon chromium